tert-butyl {2-oxo-2-[1-(2,2,2-trifluoroethyl)-1H-pyrazol-5-yl]ethyl}carbamate O=C(CNC(OC(C)(C)C)=O)C1=CC=NN1CC(F)(F)F